((3-(adamantan-1-yl)-1,2,4-oxadiazol-5-yl)methyl)acrylic acid C12(CC3CC(CC(C1)C3)C2)C2=NOC(=N2)CC(C(=O)O)=C